tetrabutylammonium tert-butyl-{2-[({[(2S,5R)-7-oxo-6-(sulfooxy)-1,6-diazabicyclo[3.2.1]oct-2-yl]carbonyl}amino)oxy]ethyl}ethylcarbamate C(C)(C)(C)OC(N(CC)CCONC(=O)[C@H]1N2C(N([C@H](CC1)C2)OS(=O)(=O)O)=O)=O.C(CCC)[N+](CCCC)(CCCC)CCCC